1,6-Dimethyl-4-[4-(3-methyl-5-piperazin-1-yl-pyrazin-2-yl)-1-piperidinyl]pyrazolo[3,4-b]pyridine CN1N=CC=2C1=NC(=CC2N2CCC(CC2)C2=NC=C(N=C2C)N2CCNCC2)C